FC=1C=C(C(NC1)=O)[C@@H]1N(C[C@H](C1)F)C=1C=CC=2N(N1)C(=CN2)C=2N=NN(C2)C[C@@H](C)O 5-fluoro-3-((2R,4S)-4-fluoro-1-(3-(1-((R)-2-hydroxypropyl)-1H-1,2,3-triazol-4-yl)imidazo[1,2-b]pyridazin-6-yl)pyrrolidin-2-yl)pyridin-2(1H)-one